ClC1=C(C(=CC=C1)Cl)C=1N=C2C=3C=C(C=NC3C=CN2C1CO)C=1C=NN(C1)CC(F)(F)F (2-(2,6-Dichlorophenyl)-9-(1-(2,2,2-trifluoroethyl)-1H-pyrazol-4-yl)imidazo[2,1-f][1,6]naphthyridin-3-yl)methanol